3-[6-[2-cyano-3-[[ethyl(methyl)sulfamoyl]amino]-6-fluoro-phenoxy]-5-fluoro-4-oxo-quinazolin-3-yl]-1-oxa-8-azaspiro[4.5]decane C(#N)C1=C(OC=2C(=C3C(N(C=NC3=CC2)C2COC3(C2)CCNCC3)=O)F)C(=CC=C1NS(N(C)CC)(=O)=O)F